O1C(C(C=C1)=[Se])=O furan-2(3H)-oneselon